3-{4-[7-(4-cyano-3-trifluoromethylphenyl)-8-oxo-6-thioxo-5,7-diaza-spiro[3.4]oct-5-yl]-phenyl}-propionic acid C(#N)C1=C(C=C(C=C1)N1C(N(C2(CCC2)C1=O)C1=CC=C(C=C1)CCC(=O)O)=S)C(F)(F)F